(E)-4-(2-(8-methyl-5,6,7,8-tetrahydroimidazo[1,5-a]pyridin-1-yl)vinyl)thiazol CC1C=2N(CCC1)C=NC2/C=C/C=2N=CSC2